4-Acetyl-2,6-Diethoxy-N-Methylbenzamide C(C)(=O)C1=CC(=C(C(=O)NC)C(=C1)OCC)OCC